CC(C(=O)O)(C)S.C1(=CC=CC=C1)C1N=C(OC1)C1=NC(=CC=C1)C=1OCC(N1)C1=CC=CC=C1 2,6-bis(4-phenyl-2-oxazolin-2-yl)pyridine Methyl-Mercaptopropionate